8-(5-((2-amino-3-chloropyridin-4-yl)thio)pyrazin-2-yl)-2-(pyridin-2-yl)-2,8-diazaspiro[4.5]decan-4-amine NC1=NC=CC(=C1Cl)SC=1N=CC(=NC1)N1CCC2(C(CN(C2)C2=NC=CC=C2)N)CC1